glycine sodium salt tetrahydrate O.O.O.O.[Na+].NCC(=O)[O-]